C(N)(=O)C=1C=C(C=CC1)NC(=O)C1=CN=C2N1C=C(C=C2)C=2C(=NC=CC2)C2=CC(=C(C=C2)F)C N-(3-Carbamoylphenyl)-6-(2-(4-fluoro-3-methylphenyl)pyridin-3-yl)imidazo[1,2-a]pyridine-3-carboxamide